BrCCCOC1=CC=C(C=C1)[C@H]1CN(CC1)C1=CC(=C(C#N)C=C1)C(F)(F)F (s)-4-(3-(4-(3-bromopropyloxy)phenyl)pyrrolidin-1-yl)-2-(trifluoromethyl)benzonitrile